5-[1-(2-chlorophenyl)vinyl]-1,1-dioxo-4H-1,2,4-benzothiadiazin-3-ol ClC1=C(C=CC=C1)C(=C)C1=CC=CC2=C1NC(=NS2(=O)=O)O